O1C(=CC=C1)S(=O)(=O)N1CC2(CCC2)CC1C 6-(furan-2-ylsulfonyl)-7-methyl-6-azaspiro[3.4]octane